1-Methyl-4-(1-(5-((methylamino)methyl)pyrimidin-2-yl)piperidin-4-yl)-1,4-dihydroquinoxaline CN1C=CN(C2=CC=CC=C12)C1CCN(CC1)C1=NC=C(C=N1)CNC